1-[(3-cyanophenyl)methyl]-3-(3-fluoro-1-bicyclo[1.1.1]pentanyl)urea C(#N)C=1C=C(C=CC1)CNC(=O)NC12CC(C1)(C2)F